Cl.CN1C(N(C2=C1C(=CC=C2)N2CCC(CC2)NC)N2C(CCCC2=O)=O)=O (3-methyl-4-(4-(methylamino)piperidin-1-yl)-2-oxo-2,3-dihydro-1H-benzo[d]imidazol-1-yl)piperidine-2,6-dione hydrochloride